FC1=CC=C(C=C1)C1=C(C=C(C(=C1)C)\C=C\C)C (E)-4'-fluoro-2,5-dimethyl-4-propenyl-1,1'-biphenyl